BrCC(CBr)C1=CC=CC=C1 (1,3-dibromopropan-2-yl)benzene